OC1CCC(CC1)NC(C1=CN=CC=C1)=O N-((1r,4S)-4-hydroxycyclohexyl)nicotinamide